ClC=1C(=NC(=NC1)NC1=CNOC=C1)C=1C=C2C(N(C(C2=CC1)C)CC(=O)N[C@H](CO)C1=CC(=CC=C1)OC)=O 2-(5-{5-chloro-2-[(oxazin-4-yl)amino]pyrimidin-4-yl}-1-methyl-3-oxo-2,3-dihydro-1H-isoindol-2-yl)-N-[(1S)-2-hydroxy-1-(3-methoxyphenyl)ethyl]acetamide